ClC1=C(C=CC=C1)[C@H]1CC[C@H](N1C(C1=CC=C(C=C1)OCCC1=CC=CC=C1)=O)C(=O)O (2S,5R)-5-(2-chlorophenyl)-1-(4-phenethyloxybenzoyl)pyrrolidine-2-carboxylic acid